N-(tert-butyl)pyrrolidone C(C)(C)(C)N1C(CCC1)=O